COC1=CC=C(C=C1)C1=CC(=C2C(=CC=CC=C12)F)C(F)(F)F 1-(4-methoxyphenyl)-3-trifluoromethyl-4-fluoroazulene